(3S)-7-((2S,5R)-4-acryloyl-2,5-dimethylpiperazin-1-yl)-9-chloro-10-(2,4-difluorophenyl)-3-((methyl(2,2,2-trifluoroethyl)amino)methyl)-2H-[1,4]oxazino[2,3,4-ij]quinazolin-5(3H)-one C(C=C)(=O)N1C[C@@H](N(C[C@H]1C)C1=NC(N2C3=C(C(=C(C=C13)Cl)C1=C(C=C(C=C1)F)F)OC[C@@H]2CN(CC(F)(F)F)C)=O)C